CN(C)S(=O)(=O)N1C(=CC=N1)Cl 5-chloro-N,N-dimethyl-1H-pyrazole-1-sulfonamide